BrC1=CC=CC(=N1)NC(=O)[C@H]1N(C[C@@H](C1)F)C(CN1N=C(C=2C1=CN=C(C2)C=2C=NC(=NC2)C)C(=O)N)=O 1-(2-((2S,4R)-2-(6-bromopyridin-2-ylcarbamoyl)-4-fluoropyrrolidin-1-yl)-2-oxoethyl)-5-(2-methylpyrimidin-5-yl)-1H-pyrazolo(3,4-c)pyridine-3-carboxamide